C(#N)N1[C@H]2[C@@H](C[C@@H]1CC2)NC(C2=CC(=C(C=C2)C=2C=NN(C2)C)OCC2CCC2)=O N-((1R,2R,4S)-7-cyano-7-azabicyclo[2.2.1]heptan-2-yl)-3-(cyclobutylmethoxy)-4-(1-methyl-1H-pyrazol-4-yl)benzamide